FC1=C(C=CC=2NC(=NC21)NC(OCCOC)=O)C2=C(C=CC(=C2)CC2=NNC(C1=CC=CC=C21)=O)F 2-Methoxyethyl (4-fluoro-5-(2-fluoro-5-((4-oxo-3,4-dihydrophthalazin-1-yl)methyl)phenyl)-1H-benzoimidazol-2-yl)carbamate